3-methylbutylnitrous acid CC(CCON=O)C